C[C@H]1[C@H](CN(CC1)C(CC#N)=O)N(C=1C2=C(N=CN1)N(C=C2)C(C(C)C2=CC(=CC=C2)OC2=CC=CC=C2)=O)C 3-((3R,4R)-4-methyl-3-(methyl-(7-(2-(3-phenoxyphenyl)propanoyl)-7H-pyrrolo[2,3-d]pyrimidin-4-yl)amino)piperidin-1-yl)-3-oxopropanenitrile